ClC=1C(=C(C=CC1)OB(O)O)O (3-chloro-2-hydroxyphenyl)boric acid